2-(3,3-Difluoroazetidin-1-yl)-2-oxoacetic acid ethyl ester C(C)OC(C(=O)N1CC(C1)(F)F)=O